{1,4,8-triazacycloundecane-1,8-diylbis[methylene(2-hydroxy-5-methyl-3,1-phenylene)methyleneazanediylmethylene]}bis(phosphonic acid) N1(CCNCCCN(CCC1)CC=1C(=C(C=C(C1)C)CNCP(O)(O)=O)O)CC=1C(=C(C=C(C1)C)CNCP(O)(O)=O)O